CN(C=O)C.B(O)(O)O boric acid compound with N,N-dimethylformamide